N-[4-(9-phenyl-9H-carbazol-3-yl)phenyl]-N-[1,1':4',1''-terphenyl-2-yl]-9,9-dimethyl-9H-fluoren-2-amine C1(=CC=CC=C1)N1C2=CC=CC=C2C=2C=C(C=CC12)C1=CC=C(C=C1)N(C1=CC=2C(C3=CC=CC=C3C2C=C1)(C)C)C1=C(C=CC=C1)C1=CC=C(C=C1)C1=CC=CC=C1